5-fluoro-8-(4-fluorophenyl)-9-(1-(azetidin-3-yl)-2,4-imidazolin-dione-3-yl)-8,9-dihydro-2H-pyrido[4,3,2-de]phthalazin-3(7H)-one FC=1C=C2C=3C(=NNC(C3C1)=O)C(C(N2)C2=CC=C(C=C2)F)N2C(N(CC2=O)C2CNC2)=O